C(C)(C)OC(C1=C(C(=NC(=C1C)CC1=CC(=CC=C1)OC1=CC=CC=C1)CCC)O)=O 3-hydroxy-5-methyl-6-(3-phenoxybenzyl)-2-propylisonicotinic acid isopropyl ester